1-(5-chloropyridin-2-yl)-N-{2-fluoro-3-[6-oxo-4-(trifluoromethyl)-1,6-dihydropyrimidin-2-yl]-4-(trifluoromethyl)benzyl}piperidine-4-carboxamide ClC=1C=CC(=NC1)N1CCC(CC1)C(=O)NCC1=C(C(=C(C=C1)C(F)(F)F)C=1NC(C=C(N1)C(F)(F)F)=O)F